5-bromo-3,6-dimethyl-pyrazin-2-amine BrC=1N=C(C(=NC1C)N)C